FC(C1=CC=C(C=C1)C1=NN(C2=CC=CC=C12)CC1CN(CC1)C(C=C)=O)(F)F 1-(3-((3-(4-(trifluoromethyl)phenyl)-1H-indazol-1-yl)methyl)-pyrrolidin-1-yl)prop-2-en-1-one